ClC1=C(C=C(C(=C1)OC)C)C=1N=C(SC1C)N(CC#C)[C@@H](CC1CC1)C1=CC(=C(C=C1)C)F 4-(2-chloro-4-methoxy-5-methylphenyl)-N-[(1S)-2-cyclopropyl-1-(3-fluoro-4-methylphenyl)ethyl]-5-methyl-N-2-propyn-1-yl-2-thiazolamine